N-[[4-[5-(trifluoro-methyl)-1,2,4-oxadiazol-3-yl]phenyl]methyl]propanamide FC(C1=NC(=NO1)C1=CC=C(C=C1)CNC(CC)=O)(F)F